FC1=CC=C(C=C1)NC(=S)C=1C(NN(CC1O)C=1C=NC(=CC1)C(F)(F)F)=O N-(4-fluorophenyl)-5-hydroxy-3-oxo-1-(6-(trifluoromethyl)pyridin-3-yl)-1,2,3,6-tetrahydropyridazine-4-thioamide